ClC=1C(=NC(=NC1)NC1=CC=C(C=C1)CN1CCN(CC1)C)NC1=C(C=NC=C1)S(=O)(=O)N(C)C 4-((5-chloro-2-((4-((4-methylpiperazin-1-yl)methyl)phenyl)amino)pyrimidin-4-yl)amino)-N,N-dimethylpyridine-3-sulfonamide